N-(2-((3-chloro-2-tolyl)amino)phenyl)methanesulfonamide ClC=1C(=C(C=CC1)C)NC1=C(C=CC=C1)NS(=O)(=O)C